N[C@H](C=1N=C2N(N=C(C(=C2)C)CC2(C(NCC(C2)(F)F)=O)C(=O)OC)C1)C1CCC(CC1)(F)F methyl 3-((2-((S)-amino(4,4-difluorocyclohexyl)methyl)-7-methylimidazo[1,2-b]pyridazin-6-yl)methyl)-5,5-difluoro-2-oxopiperidine-3-carboxylate